N1(N=CC=C1)C1=C(C=CC=C1)NC1=NC(=NC=C1C(=O)OCC)NC1=C(C=C(C(=C1)NC(C=C)=O)N(C)CCN(C)C)OC Ethyl 4-((2-(1H-pyrazol-1-yl)phenyl)amino)-2-((5-acrylamido-4-((2-(dimethylamino)ethyl)(methyl)amino)-2-methoxyphenyl)amino)pyrimidine-5-carboxylate